C(C1=CC=CC=C1)[C@H]([C@H]([C@@H](C(C([C@H](CC=O)NC(=O)C1=NC=CC(=C1OCOC(C(C)C)=O)OC)=O)=O)C)OC(C(C)C)=O)C=O 2-methylpropanoic acid (3S,6S,7R,8R)-8-benzyl-3-[({3-[(isobutyryloxy) methoxy]-4-methoxypyridin-2-yl} carbonyl) amino]-6-methyl-4,9-dioxo-1,5-dioxononan-7-yl ester